NC1=C(C(=NC(=C1)Cl)Cl)C(=O)N 4-Amino-2,6-dichloro-pyridine-3-carboxamide